2-(10-propenoyl-3-chloro-4-fluoro-7-methyl-8-oxo-8,8a,9,10,11,12-hexahydro-7H-pyrazino[1',2':4,5]pyrazino[2,3-c][1,6]naphthyridin-11-yl)acetonitrile C(C=C)(=O)N1CC2N(C3=C(C=NC4=C(C(=NC=C34)Cl)F)N(C2=O)C)CC1CC#N